P(=O)(OCCOC(C(=C)C)=O)([O-])[O-] methacryloyloxyethyl phosphoate